BrC=1C(=C2C(=NC1)NC(=N2)C2=C(N(C(=C2)C)C=2C=C(C(=O)N(C)CCN(C)C)C=CC2)C)N[C@@H]2CN(CC2)S(=O)(=O)CC (S)-3-(3-(6-Bromo-7-((1-(ethylsulfonyl)pyrrolidin-3-yl)amino)-3H-imidazo[4,5-b]pyridin-2-yl)-2,5-dimethyl-1H-pyrrol-1-yl)-N-(2-(dimethylamino)ethyl)-N-methylbenzamid